(S)-4-((2-methoxyethyl)(4-(5,6,7,8-tetrahydro-1,8-naphthyridin-2-yl)butyl)amino)-2-((6-methyl-2-(pyridin-4-yl)pyrimidin-4-yl)amino)butanoic acid COCCN(CC[C@@H](C(=O)O)NC1=NC(=NC(=C1)C)C1=CC=NC=C1)CCCCC1=NC=2NCCCC2C=C1